C(C)N1N=C(C=C1C1=NN(C(=N1)C1=NC(=CC2=C1C=NN2C)C(=O)OC)C)CO methyl 4-{3-[1-ethyl-3-(hydroxymethyl)-1H-pyrazol-5-yl]-1-methyl-1H-1,2,4-triazol-5-yl}-1-methyl-1H-pyrazolo[4,3-c]pyridine-6-carboxylate